FC1=C(N=C(C2=C1N=C(N=C2)SC)C2=NNC=C2N)C2=CC(=CC1=CC=C(C(=C21)C#C[Si](C(C)C)(C(C)C)C(C)C)F)OCOC 8-fluoro-7-[7-fluoro-3-(methoxymethoxy)-8-[2-(triisopropylsilyl)ethynyl]naphthalen-1-yl]-2-(methylsulfanyl)pyrido[4,3-d]pyrimidin-5-ylpyrazol-4-amine